2,2-bis(1H-indol-3-yl)-N-phenylacetamide N1C=C(C2=CC=CC=C12)C(C(=O)NC1=CC=CC=C1)C1=CNC2=CC=CC=C12